(R)-5-(2-(dimethylamino)ethoxy)-N-(1-(3-(1-ethyl-1H-pyrazol-3-yl)-5-(1-(oxetan-3-yl)-1H-pyrazol-4-yl)phenyl)ethyl)-2-methylbenzamide CN(CCOC=1C=CC(=C(C(=O)N[C@H](C)C2=CC(=CC(=C2)C=2C=NN(C2)C2COC2)C2=NN(C=C2)CC)C1)C)C